Dimethyl 2-methylenesuccinate C=C(C(=O)OC)CC(=O)OC